Cl.C1N(CC2C1CNC2)C=O (hexahydropyrrolo[3,4-c]pyrrol-2(1H)-yl)methanone hydrochloride